2-(2,6-dioxopiperidine-3-yl)-5-fluoro-6-(piperazine-1-yl)isoindole-1,3-dione O=C1NC(CCC1N1C(C2=CC(=C(C=C2C1=O)F)N1CCNCC1)=O)=O